NC(C(=O)NC1=CC=C(C=C1)C1=NC=NC2=CC(=C(C=C12)OC)OCC(C)C)(C)C1=CC=C(C=C1)F 2-amino-2-(4-fluorophenyl)-N-(4-(7-isobutoxy-6-methoxyquinazolin-4-yl)phenyl)propanamide